CC1CN=C(CC1)C=1N(N=CC1)C 3-methyl-6-(2-methylpyrazol-3-yl)-2,3,4,5-tetrahydropyridine